BrC1=CC=2N(C=C1)C(=NN2)C(=O)NC=2C(=NC=C(C2)NC(CCl)=O)C 7-Bromo-N-(5-(2-chloroacetamido)-2-methylpyridin-3-yl)-[1,2,4]triazolo[4,3-a]pyridine-3-carboxamide